O1CC(C1)N1C(N(CC1)C1CN(CCC1)C=1N=CC(=NC1)C(=O)N)=O 5-(3-(3-(oxetan-3-yl)-2-oxoimidazolidin-1-yl)piperidin-1-yl)pyrazine-2-carboxamide